1-(2,5-dichlorophenyl)ethanone ClC1=C(C=C(C=C1)Cl)C(C)=O